Cl.FC(C1(CCNCC1)O)(F)F 4-(trifluoromethyl)piperidin-4-ol hydrochloride